isohexyl isohexanoate C(CCC(C)C)(=O)OCCCC(C)C